8-(tert-butyl) 3-(2-(trimethylsilyl)ethyl) (1S,2R,5R)-2-(but-3-en-1-yl)-3,8-diazabicyclo[3.2.1]octane-3,8-dicarboxylate C(CC=C)[C@@H]1[C@@H]2CC[C@H](CN1C(=O)OCC[Si](C)(C)C)N2C(=O)OC(C)(C)C